C([C@@H](C(=O)[O-])N)SSC[C@@H](C(=O)[O-])N cystinate